CC=1N=C(SC1C(=O)N)C1=CC=CC=C1 4-methyl-2-phenylthiazole-5-carboxamide